4-amino-N-(bicyclo[1.1.1]pentan-1-yl)-N-(2-(trifluoromethyl)-6,7-dihydro-5H-cyclopenta[b]pyridin-5-yl)pyrrolo[1,2-a]quinoxaline-8-carboxamide NC=1C=2N(C3=CC(=CC=C3N1)C(=O)N(C1CCC3=NC(=CC=C31)C(F)(F)F)C31CC(C3)C1)C=CC2